C(Br)Br METHYLENE BROMIDE